4-(5-((2-(((2-(3-carboxypropanoyl)-6-methoxy-1H-indol-5-yl)oxy)methyl)allyl)oxy)-6-methoxyisoindolin-2-yl)-4-oxobutanoic acid C(=O)(O)CCC(=O)C=1NC2=CC(=C(C=C2C1)OCC(COC=1C=C2CN(CC2=CC1OC)C(CCC(=O)O)=O)=C)OC